2-methyl-7,8-dihydro-4H-pyrido[1,2-a]Pyrimidine-4,9(6H)-dione CC=1N=C2N(C(C1)=O)CCCC2=O